CC(=C[C@@H](C)O)C (R)-4-Methyl-3-penten-2-ol